C(C)(=O)N1CC2(C1)CC(C2)NC2=CC(=NC(=N2)OC(CC)CC)C(=O)O 6-((2-acetyl-2-azaspiro[3.3]hept-6-yl)amino)-2-(pent-3-yloxy)pyrimidine-4-carboxylic acid